FC1=C(C=C(C=C1)C)B(O)O (2-fluoro-5-Methylphenyl)boronic acid